tert-butyl 3-bromo-5-(3-methoxypropoxy)-1H-indole-1-carboxylate BrC1=CN(C2=CC=C(C=C12)OCCCOC)C(=O)OC(C)(C)C